2-((1S,2S)-1-(2-cyano-4-fluorophenyl)-1-(1-ethyl-5-methyl-1H-pyrazol-4-yl)propan-2-yl)-5-hydroxy-N-(isoxazol-4-yl)-1-methyl-6-oxo-1,6-dihydropyrimidine-4-carboxamide C(#N)C1=C(C=CC(=C1)F)[C@H]([C@H](C)C=1N(C(C(=C(N1)C(=O)NC=1C=NOC1)O)=O)C)C=1C=NN(C1C)CC